3-(2,2-difluorocyclopropyl)-4-iodo-1H-pyrazole FC1(C(C1)C1=NNC=C1I)F